tert-butyl (5-fluoro-3-(fluoromethyl)-4-oxo-3,4-dihydroquinazolin-6-yl)carbamate FC1=C2C(N(C=NC2=CC=C1NC(OC(C)(C)C)=O)CF)=O